CCC(CC)NC(=O)C1=CN=C(O1)C=1C=C(C=CC1)C1=CC(=NN1)C(=O)N[C@@H](C)C(=O)OCC ethyl (5-(3-(5-(pentan-3-ylcarbamoyl)oxazol-2-yl)phenyl)-1H-pyrazole-3-carbonyl)-L-alaninate